N-(3-(dimethylamino)propyl)-7-oxo-7H-benzo[h]pyrido[2,1-b]quinazoline-12-carboxamide CN(CCCNC(=O)C1=CC=CN2C1=NC=1C3=C(C=CC1C2=O)C=CC=C3)C